ClC=1C(=C(C=CC1)NC(=S)C=1C(NCCC1NCC1=C(C=NC=C1)OC[C@H]1N(CCOC1)C)=O)OC N-(3-chloro-2-methoxyphenyl)-4-{[(3-{[(3S)-4-methylmorpholin-3-yl]methoxy}pyridin-4-yl)methyl]amino}-2-oxo-1,2,5,6-tetrahydropyridine-3-carbothioamide